ClC1=C(C=C(C=C1)[C@H](NC(=O)[C@@H]1CNC(C1)=O)C1=CC=C(C=C1)Cl)C(F)(F)F |&1:7| (S)-N-((R and S)-(4-chloro-3-(trifluoromethyl)phenyl)(4-chlorophenyl)methyl)-5-oxopyrrolidine-3-carboxamide